ClC(=CC[C@H](C(=O)O)C1=CC(=C(C=C1)Cl)Cl)Cl (2S)-5,5-dichloro-2-(3,4-dichlorophenyl)pent-4-enoic acid